C(C)C1CC=2C(=NC(=NC2CC1C=1C(=C(N)C=C(C1C(F)(F)F)C)F)OC[C@H]1N(C[C@@H](C1)F)C)N1[C@H](CNCC1)C 3-[6-ethyl-2-[[(2S,4R)-4-fluoro-1-methyl-pyrrolidin-2-yl]methoxy]-4-[(2S)-2-methylpiperazin-1-yl]-5,6,7,8-tetrahydroquinazolin-7-yl]-2-fluoro-5-methyl-4-(trifluoromethyl)aniline